FC1=C(C=CC(=C1)C(=O)N1CC(CC1)OC)C=1C=CC=2N(N1)C(=CC2Cl)C(=O)N 2-[2-fluoro-4-(3-methoxypyrrolidin-1-yl)formylphenyl]-5-chloro-pyrrolo[1,2-b]pyridazine-7-carboxamide